methyl 2-(4-methyl-5-oxo-6-((1-((2-(trimethylsilyl)ethoxy)methyl)-1H-indazol-4-yl)methyl)-5,6-dihydro-4H-thiazolo[5',4':4,5]pyrrolo[2,3-d]pyridazin-2-yl)acetate CN1C2=C(C3=C1C(N(N=C3)CC3=C1C=NN(C1=CC=C3)COCC[Si](C)(C)C)=O)SC(=N2)CC(=O)OC